Methyl 2-(((2R,4S)-4-((2-((4-chloro-2-fluorophenoxy)methyl)pyridin-4-yl)oxy)-2-(hydroxymethyl)piperidin-1-yl)methyl)-1-(((S)-oxetan-2-yl)methyl)-1H-benzo[d]imidazole-6-carboxylate ClC1=CC(=C(OCC2=NC=CC(=C2)O[C@@H]2C[C@@H](N(CC2)CC2=NC3=C(N2C[C@H]2OCC2)C=C(C=C3)C(=O)OC)CO)C=C1)F